NC=1C(=NC(=CN1)C1=CC=C(C=C1)CO)C(=O)OC methyl 3-amino-6-(4-(hydroxymethyl)phenyl)pyrazine-2-carboxylate